C(OC=1C=C2CCN3C(C2=CC1OC([2H])([2H])[2H])=C\C(\N(C3=O)CCNC(=O)N)=N/C3=C(C=C(C=C3C)C)C)([2H])([2H])[2H] 2-[(2E)-9,10-bis(2H3)methoxy-4-oxo-2-[(2,4,6-trimethylphenyl)imino]-6H,7H-pyrimido[4,3-a]isoquinolin-3-yl]ethylurea